4-amino-N-((5-bromopyridin-2-yl)methyl)-7-chloro-N-cyclopropyl-3-methyl-1,3-dihydrofuro[3,4-c]quinoline-8-carboxamide NC1=NC=2C=C(C(=CC2C2=C1C(OC2)C)C(=O)N(C2CC2)CC2=NC=C(C=C2)Br)Cl